(R)-2-(5-(difluoromethoxy)-4-((6-oxo-5-(trifluoromethyl)-1,6-dihydropyridazin-4-yl)amino)pentyl)-6-(5-(difluoromethyl)pyridin-2-yl)-7-fluoroisoquinolin-1(2H)-one FC(OC[C@@H](CCCN1C(C2=CC(=C(C=C2C=C1)C1=NC=C(C=C1)C(F)F)F)=O)NC=1C=NNC(C1C(F)(F)F)=O)F